(2R,4R)-1-(3-chloro-2-fluorobenzyl)-4-((5-fluoro-6-(3-hydroxy-oxetan-3-yl)-2-((5-methyl-1H-pyrazol-3-yl)amino)pyrimidin-4-yl)-methyl)-2-methylpiperidine ClC=1C(=C(CN2[C@@H](C[C@@H](CC2)CC2=NC(=NC(=C2F)C2(COC2)O)NC2=NNC(=C2)C)C)C=CC1)F